6-(6-oxa-3-azabicyclo[3.1.1]heptan-3-yl)-N-methyl-N-((4-(methylsulfonyl)morpholin-2-yl)methyl)-2-(trifluoromethyl)pyrimidin-4-amine C12CN(CC(O1)C2)C2=CC(=NC(=N2)C(F)(F)F)N(CC2CN(CCO2)S(=O)(=O)C)C